FC(C=1C=CC(=NC1)C1=NC=C(C=C1)C(F)(F)F)(F)F 5,5'-di(trifluoromethyl)bipyridine